Methyl ((1S,2S)-2-((3-chloro-4-(4-(5-cyano-2-((1-(methylsulfonyl)piperidin-4-yl)amino)pyrimidin-4-yl)-1H-pyrazol-1-yl)benzyl)amino)cyclopentyl)carbamate ClC=1C=C(CN[C@@H]2[C@H](CCC2)NC(OC)=O)C=CC1N1N=CC(=C1)C1=NC(=NC=C1C#N)NC1CCN(CC1)S(=O)(=O)C